CS(=O)(=O)OCCC1N(CC=C1)C(=O)OC(C)(C)C tert-butyl 2-(2-((methylsulfonyl) oxy) ethyl)-2,5-dihydro-1H-pyrrole-1-carboxylate